O.O.C(C)(=O)[O-].[Li+] Lithium acetat Dihydrat